C1(=CC=CC=C1)C1=NC(=NC(=N1)C1=CC=CC=C1)C=1C=C(C=C(C1)N1C2=CC=C(C=C2C=2C=C(C=CC12)C=1C=CC2=C(OC3=C2C=CC=C3)C1)C=1C=CC3=C(OC2=C3C=CC=C2)C1)N1C2=CC=C(C=C2C=2C=C(C=CC12)C=1C=CC2=C(OC3=C2C=CC=C3)C1)C=1C=CC3=C(OC2=C3C=CC=C2)C1 9,9'-(5-(4,6-diphenyl-1,3,5-triazin-2-yl)-1,3-phenylene)bis(3,6-bis(dibenzo[b,d]furan-3-yl)-9H-carbazole)